4-Bromo-2-({[tert-butyl-(dimethyl)silyl]oxy}methyl)-5-methyl-1,3-thiazole BrC=1N=C(SC1C)CO[Si](C)(C)C(C)(C)C